2-(2-Aminopyridin-3-yl)-3-(4-((4-((2-cyanopyrimidin-4-yl)amino)piperidin-1-yl)methyl)phenyl)-6-methyl-3H-imidazo[4,5-b]pyridine-5-carbonitrile NC1=NC=CC=C1C1=NC=2C(=NC(=C(C2)C)C#N)N1C1=CC=C(C=C1)CN1CCC(CC1)NC1=NC(=NC=C1)C#N